F[C@@H]1CN(CC[C@H]1NC1=NN2C(C=N1)=C(N=C2C(C)C)C)S(=O)(=O)C (3R,4R)-3-fluoro-N-{7-isopropyl-5-methylimidazo[4,3-f][1,2,4]triazin-2-yl}-1-methanesulfonylpiperidin-4-amine